[4-(hydroxymethyl)phenyl]carbamic acid tert-butyl ester C(C)(C)(C)OC(NC1=CC=C(C=C1)CO)=O